N1(CCCC2=NC=CC=C12)C1=NNC2=NC(=CN=C21)N2[C@@H](C[C@@H](CC2)CN)C ((2R,4R)-1-(3-(3,4-dihydro-1,5-naphthyridin-1(2H)-yl)-1H-pyrazolo[3,4-b]pyrazin-6-yl)-2-methylpiperidin-4-yl)methanamine